2-Methyl-5-(4-methylpiperazin-1-yl)-N-[(1R)-1-[3-(6-oxo-1,6-dihydropyridin-3-yl)phenyl]ethyl]benzamide CC1=C(C(=O)N[C@H](C)C2=CC(=CC=C2)C2=CNC(C=C2)=O)C=C(C=C1)N1CCN(CC1)C